ClC=1C=CC(=NC1)NCC1C(OC(CN1C(=O)[O-])(F)F)C 5-(((5-chloropyridin-2-yl)amino)methyl)-2,2-difluoro-6-methylmorpholine-4-carboxylate